C1=C(C=CC2=CC=CC=C12)C#CC1=C(C=CC=C1)NC=1C(C2=CC=CC=C2C(C1)=O)=O 2-((2-(naphthalen-2-ylethynyl)phenyl)amino)naphthalene-1,4-dione